1-((5-carbamoylpyridin-3-yl)methyl)-N-(4-((4-methylpiperazin-1-yl)methyl)-3-(trifluoromethyl)phenyl)indoline-6-carboxamide C(N)(=O)C=1C=C(C=NC1)CN1CCC2=CC=C(C=C12)C(=O)NC1=CC(=C(C=C1)CN1CCN(CC1)C)C(F)(F)F